CC1(C(C(NC1)=O)NC1=NC=2C(=CC=CC2C=2N1N=C(N2)C=2C=NN(C2)C)C(F)(F)F)C 4,4-Dimethyl-3-{[2-(1-methyl-1H-pyrazol-4-yl)-7-(trifluoromethyl)[1,2,4]triazolo[1,5-c]quinazolin-5-yl]amino}pyrrolidin-2-one